ClC1=NC(=NC(=N1)N(CCCC)CCCC)N(CCCC)CCCC 2-chloro-4,6-bis(dibutylamino)-1,3,5-triazine